(R)-6-fluoro-1-(2-fluoro-4-hydroxy-phenyl)-4-oxo-7-(2-((pyridazin-3-yloxy)methyl)pyrrolidin-1-yl)-1,4-dihydro-quinoline-3-carboxylic acid FC=1C=C2C(C(=CN(C2=CC1N1[C@H](CCC1)COC=1N=NC=CC1)C1=C(C=C(C=C1)O)F)C(=O)O)=O